(4S)-4-benzyl-3-[3-(1-bromoethyl)-5-methylphenyl]-1,3-oxazolidin-2-one C(C1=CC=CC=C1)[C@@H]1N(C(OC1)=O)C1=CC(=CC(=C1)C)C(C)Br